isodecyl-sodium sodium isodecyl-sulfosuccinate sodium dipentylsuccinate C(CCCC)OC(CCC(=O)OCCCCC)=O.[Na+].C(CCCCCCC(C)C)C(C(=O)[O-])(CC(=O)[O-])S(=O)(=O)O.[Na+].C(CCCCCCC(C)C)[Na]